BrC1=CC(=C(C(=O)NCC(=O)OC)C=C1OC)I METHYL 2-[(4-BROMO-2-IODO-5-METHOXY-BENZOYL)AMINO]ACETATE